CS(=O)(=O)N1CCNCC1 4-methylsulfonylpiperazin